C(C)(C)(C)OC(=O)N1[C@@H]2[C@@H](N(C[C@H]1CC2)C=2C1=C(N=C(N2)SCC)C(=C(N=C1Br)Cl)F)C(=C)CC (1S,2S,5R)-3-(5-bromo-7-chloro-2-(ethylsulfanyl)-8-fluoropyrido[4,3-d]pyrimidin-4-yl)-2-(but-1-en-2-yl)-3,8-diazabicyclo[3.2.1]octane-8-carboxylic acid tert-butyl ester